CC1=C(C(=CC(=C1)C)C)S(=O)(=O)[O-].N[N+]1=C(C(=NC(=C1)Br)Cl)N 1,2-Diamino-5-bromo-3-chloropyrazin-1-ium 2,4,6-trimethylbenzenesulfonate